COC(C(=C)C)=O.C=CC=C Butadien Methylmethacrylat